Tert-Butyl (S)-2-(2-(3-fluoropyrrolidin-1-yl)-4-phenylpyridin-3-yl)-3,4,6,7-tetrahydro-5H-imidazo[4,5-c]pyridine-5-carboxylate F[C@@H]1CN(CC1)C1=NC=CC(=C1C1=NC2=C(CN(CC2)C(=O)OC(C)(C)C)N1)C1=CC=CC=C1